methylacrylamidopropyltrimethylammonium chloride [Cl-].CC[N+](C)(C)CCCNC(C=C)=O